2-(3-(2-cyano-2-(6-methoxy-3H-imidazo[4,5-c]pyridin-2-yl)vinyl)-2,5-dimethyl-1H-pyrrol-1-yl)-5-(pyridin-3-yl)thiophene-3-carbonitrile C(#N)C(=CC1=C(N(C(=C1)C)C=1SC(=CC1C#N)C=1C=NC=CC1)C)C1=NC2=C(C=NC(=C2)OC)N1